6-bromo-7-methylquinoline-4-carboxylic acid BrC=1C=C2C(=CC=NC2=CC1C)C(=O)O